COC(=O)C1=NC(=C(C=C1N1C(=CC=C1C)C)C(F)(F)F)C(F)(F)F 3-(2,5-Dimethyl-pyrrol-1-yl)-5,6-bis-trifluoromethyl-pyridine-2-carboxylic acid methyl ester